FC=1C(=NC(N([C@H]2C[C@H](O)[C@@H](CO)O2)C1)=O)N deoxy-5-fluorocytidine